COC=1C=C(C=CC1)NC(C(=O)N[C@H](C(=O)N[C@@H](CCC(=O)O)C(COC1=C(C(=CC(=C1F)F)F)F)=O)C)=O (S)-4-((S)-2-(2-((3-methyloxyphenyl)amino)-2-oxoacetamido)propanamido)-5-oxo-6-(2,3,5,6-tetrafluorophenoxy)hexanoic acid